BrC=1C2=C(C(=NC1)C1=CC(=C(C=C1)S(=O)(=O)C)C)C(=NN2)C2CC2 7-bromo-3-cyclopropyl-4-(3-methyl-4-methanesulfonyl-phenyl)-1H-pyrazolo[4,3-c]pyridine